carbagalactose C=C[C@H](O)[C@@H](O)[C@@H](O)[C@H](O)CO